NC1=CC=C(C=N1)CN1CCC2(CN(C2)C(=O)OC(C)(C)C)CC1 tert-butyl 7-((6-aminopyridin-3-yl)methyl)-2,7-diazaspiro[3.5]nonane-2-carboxylate